6-bromo-N-[(2,4-dimethoxyphenyl)methyl]-8-fluoro-4-methylphthalazin-1-amine BrC=1C=C2C(=NN=C(C2=C(C1)F)NCC1=C(C=C(C=C1)OC)OC)C